Tert-butyl (3S)-3-[[4-[6-(pyrrolidine-1-carbonyl)-1H-indol-3-yl]-5-(trifluoromethyl)pyrimidin-2-yl]amino]piperidine-1-carboxylate N1(CCCC1)C(=O)C1=CC=C2C(=CNC2=C1)C1=NC(=NC=C1C(F)(F)F)N[C@@H]1CN(CCC1)C(=O)OC(C)(C)C